(2s,4r)-4-(trifluoromethyl)pyrrolidine-2-carboxylic acid benzyl ester hydrochloride Cl.C(C1=CC=CC=C1)OC(=O)[C@H]1NC[C@@H](C1)C(F)(F)F